C(C)(C)C1=C(C=CC=C1)C1=CC=CC(=N1)C=O 6-(2-isopropylphenyl)picolinaldehyde